C1(CCCC1)OC1=NC=CC=C1C1=CC(=C(C=C1)C1CCC(CC1)CC(=O)O)F {4-[4-(2-cyclopentyloxy-pyridin-3-yl)-2-fluoro-phenyl]-cyclohexyl}-acetic acid